3H-imidazo[4,5-b]pyridine-5-carbonitrile N1=CNC2=NC(=CC=C21)C#N